C(C1=CC=CC=C1)OP(=O)(OCC1=CC=CC=C1)CCC1CCN(CC1)C1=CC2=C(C(N(N=C2)CC(=O)O)=O)C(=N1)OC 2-(7-(4-(2-(bis(benzyloxy)phosphoryl)ethyl)piperidin-1-yl)-5-methoxy-4-oxopyrido[3,4-d]pyridazin-3(4H)-yl)acetic acid